6-cyclopropoxy-2-((1s,4s)-4-hydroxycyclohexyl)-2H-indazole-5-carboxylic acid C1(CC1)OC=1C(=CC2=CN(N=C2C1)C1CCC(CC1)O)C(=O)O